3-Methyl-2-[2-[[(3R)-1-methyl-3-piperidyl]amino]oxazolo[4,5-b]pyridin-5-yl]-5-methylsulfonyl-phenol CC=1C(=C(C=C(C1)S(=O)(=O)C)O)C1=CC=C2C(=N1)N=C(O2)N[C@H]2CN(CCC2)C